2-chloro-N-((2-chlorophenyl)sulfonyl)-N-(3-((4-(pyridin-4-ylmethyl)piperazin-1-yl)methyl)phenyl)benzenesulfonamide ClC1=C(C=CC=C1)S(=O)(=O)N(C1=CC(=CC=C1)CN1CCN(CC1)CC1=CC=NC=C1)S(=O)(=O)C1=C(C=CC=C1)Cl